NC(C(=O)O)(CCCCB(O)O)CCCNC1[C@H](COCC1)OC 2-amino-6-borono-2-(3-((3R)-3-methoxytetrahydro-2H-pyran-4-ylamino)propyl)hexanoic acid